OCCS(=O)(=O)NC1=CC(=C(C(=O)NC2=NC(=NC(=C2)C)N2CCCC2)C=C1)C1=CCC2(CC2)CC1 4-((2-hydroxyethyl)sulfonylamino)-N-[6-methyl-2-(pyrrolidin-1-yl)pyrimidin-4-yl]-2-{spiro[2.5]oct-5-en-6-yl}benzamide